NC=1C2=C(N=CN1)N(C(=C2C2=CC(=C(C=C2)OC2=NC=CC(=N2)C(F)F)F)C2=CC=C(C=C2)NC(C(=C)C2CC2)=O)C N-(4-(4-amino-5-(4-((4-(difluoromethyl)pyrimidin-2-yl)oxy)-3-fluorophenyl)-7-methyl-7H-pyrrolo[2,3-d]pyrimidin-6-yl)phenyl)-2-cyclopropylacrylamide